C(C)(C)(C)PC(C)(C)C di-(tert-butyl)phosphine